[Si].[Si].[Si].[Si].[Na] sodium tetra-silicon